bisbehenic acid amide C(CCCCCCCCCCCCCCCCCCCCC)(=O)N.C(CCCCCCCCCCCCCCCCCCCCC)(=O)N